NC1C[C@@H](N(C1)C(=O)OC(C)(C)C)C(=O)OC 1-(tert-butyl) 2-methyl (2R)-4-aminopyrrolidine-1,2-dicarboxylate